N-methyl-N-hexylurea CN(C(=O)N)CCCCCC